Diethylacetone C(C)C(C(C)=O)CC